(1R,2S,5S)-N-{(2S)-1-amino-1-oxo-3-[(3S)-2-oxopyrrolidin-3-yl]propan-2-yl}-6,6-dimethyl-3-[3-(pyridin-2-yl)-L-alanyl]-3-azabicyclo[3.1.0]hexane-2-carboxamide, Hydrochloride Salt Cl.NC([C@H](C[C@H]1C(NCC1)=O)NC(=O)[C@@H]1[C@H]2C([C@H]2CN1C([C@@H](N)CC1=NC=CC=C1)=O)(C)C)=O